COC(=O)C12CN(C(CC1)CC2)CC=2C(=NC(=CC2)C2=C(C(=CC=C2)Br)Cl)OC 2-((6-(3-bromo-2-chlorophenyl)-2-methoxypyridin-3-yl)methyl)-2-azabicyclo[2.2.2]octane-4-carboxylic acid methyl ester